2-((4-Fluoro-2-methoxyphenyl)amino)-1-((3R,5R,8S,9S,10R,13S,14S,17S)-10-fluoro-3-hydroxy-3,13-dimethylhexadecahydro-1H-cyclopenta[a]phenanthren-17-yl)ethan-1-one FC1=CC(=C(C=C1)NCC(=O)[C@H]1CC[C@H]2[C@@H]3CC[C@@H]4C[C@](CC[C@@]4([C@H]3CC[C@]12C)F)(C)O)OC